CC1CN(CC(N1)C)CC1=C2C(N(C(C2=CC=C1)=O)C1C(NC(CC1)=O)=O)=O 4-((3,5-dimethylpiperazin-1-yl)methyl)-2-(2,6-dioxopiperidin-3-yl)isoindoline-1,3-dione